(±)-(4aR,13bS)-4-methyl-8-oxo-2,3,4,4a,5,6,8,13b-octahydro-1H-[1,6]naphthyridino[5,6-b]quinazoline-10-carbonitrile CN1CCC[C@H]2[C@H]1CCN1C2=NC2=CC=C(C=C2C1=O)C#N |r|